ClC=1SC=C(C1N)C(F)F 2-chloro-4-(difluoromethyl)thiophen-3-amine